C(C)C1([C@@H](NC(C(C1C1=C(C=CC=C1)Cl)(C(=O)O)C)C)COCCN)C(=O)O.C(CCCCC)C(C(=O)N)O |r| hexyl-glycolamide (RS)-3-ethyl-5-methyl-2-[(2-aminoethoxy)methyl]-4-(2-chlorophenyl)-6-methyl-1,4-dihydropyridine-3,5-dicarboxylate